C(C1=CC=CC=C1)OC(=O)N[C@H](C)C1=CC=C2C(=N1)NC(=C2)C=2N=C1N(C(=CC(=C1)C(=O)OC(C)C)OC)C2C2CC2 isopropyl (R)-2-(6-(1-(((benzyloxy)carbonyl)amino)ethyl)-1H-pyrrolo[2,3-b]pyridin-2-yl)-3-cyclopropyl-5-methoxyimidazo[1,2-a]pyridine-7-carboxylate